(3S,5R,8R,9S,10S,12R,13S,14S,17R)-12,14-dihydroxy-10,13-dimethyl-17-(5-oxo-2,5-dihydrofuran-3-yl)hexadecahydro-1H-cyclopenta[a]phenanthren-3-yl (2-(pyrrolidin-1-yl)ethyl) carbonate C(O[C@H]1CC[C@@]2([C@H]3C[C@H]([C@@]4([C@H](CC[C@@]4([C@@H]3CC[C@@H]2C1)O)C=1COC(C1)=O)C)O)C)(OCCN1CCCC1)=O